(3R)-3-amino-5-[(4-chlorophenyl)methyl]-8-fluoro-7-(5-morpholino-1,2,4-oxadiazol-3-yl)-1-oxo-2,3-dihydro-1λ4,5-benzothiazepine-4-one N[C@H]1CS(C2=C(N(C1=O)CC1=CC=C(C=C1)Cl)C=C(C(=C2)F)C2=NOC(=N2)N2CCOCC2)=O